CC1(NC(CC(C1)OC(C(=O)OC1CC(NC(C1)(C)C)(C)C)=O)(C)C)C bis(2,2,6,6-tetramethyl-4-piperidyl)oxalate